(R)-(5-((2-amino-2,4-dimethylpentyl)oxy)-6-methyl-[2,4'-bipyridinyl]-2'-yl)carbamic acid methyl ester COC(NC1=NC=CC(=C1)C1=NC(=C(C=C1)OC[C@](CC(C)C)(C)N)C)=O